OP(O)OP(O)O.C1(=CC=CC=C1)C(C)(C)C1=C(C=CC(=C1)C(C)(C)C1=CC=CC=C1)C(O)(C(CO)(CO)CO)C1=C(C=C(C=C1)C(C)(C)C1=CC=CC=C1)C(C)(C)C1=CC=CC=C1 Bis(2,4-bis[2-phenylprop-2-yl]phenyl)pentaerythritol diphosphite